ClC1=C(C2=C(N=C(O2)S(=O)C)C=C1)N[C@H](C)C1=C(C=C(C=C1)Cl)Cl 6-chloro-N-((R)-1-(2,4-dichlorophenyl)ethyl)-2-(methylsulfinyl)benzo[d]oxazol-7-amine